1-(4-chlorobenzyl)-5-oxo-N-(5-(trifluoromethyl)thiazol-2-yl)pyrrolidine-3-carboxamide ClC1=CC=C(CN2CC(CC2=O)C(=O)NC=2SC(=CN2)C(F)(F)F)C=C1